5-(cyclopropylmethyl)-4-methoxy-pyrimidin-2-amine C1(CC1)CC=1C(=NC(=NC1)N)OC